OCCN(CCCCCCCC(=O)OC(CCCCCCCC)CCCCCCCC)CCCCCC(=O)OC\C=C/CCCCCC Heptadecan-9-yl (Z)-8-((2-hydroxyethyl)(6-(non-2-en-1-yloxy)-6-oxohexyl)-amino)octanoate